FC=1C=C(C=CC1OC1=NC(=CC=C1)C)C1=C2N(C=3N=CN=C(C31)N)CCN2 5-{3-Fluoro-4-[(6-methylpyridin-2-yl)oxy]phenyl}-7,8-dihydro-6H-imidazo[2',3':5,1]pyrrolo[2,3-d]pyrimidin-4-amine